C(C)(C)(C)N1C[C@H]([C@@H](C1)C1=CC=CC=C1)CC 1-tert-Butyl-3-ethyl-(-)-trans-4-phenyl-pyrrolidine